NC1=NC(=C(C(=C1C#N)C1=CC=C(C=C1)NCCO)C#N)SCC=1C=NC=CC1 2-amino-4-[4-(2-hydroxyethylamino)phenyl]-6-(3-pyridylmethylsulfanyl)pyridine-3,5-dicarbonitrile